N-(3-mercaptopyridin-2-yl)pivalamide SC=1C(=NC=CC1)NC(C(C)(C)C)=O